ethyl 3-methyl-3-[methyl(oxetan-3-yl)amino]-2-oxobutanoate CC(C(C(=O)OCC)=O)(C)N(C1COC1)C